N(=[N+]=[N-])C(CCC1=CC=CC=C1)CN=[N+]=[N-] (3,4-Diazidobutyl)benzene